C(CCCCC)C(C=O)CCCCCC 2-hexyl-octanal